1-methyl-3-(4-(trifluoromethyl)benzyl)-5,6,7,8-tetrahydropyrido[4,3-d]pyrimidine-2,4(1H,3H)-dione CN1C(N(C(C2=C1CCNC2)=O)CC2=CC=C(C=C2)C(F)(F)F)=O